2,3,4,6-tetra-O-benzoyl-D-glucopyranosyl trichloroethanimidate ClC(C(OC1[C@H](OC(C2=CC=CC=C2)=O)[C@@H](OC(C2=CC=CC=C2)=O)[C@H](OC(C2=CC=CC=C2)=O)[C@H](O1)COC(C1=CC=CC=C1)=O)=N)(Cl)Cl